C1=CC=CC=2C=3C=4C(=C5C(C3CC12)=CC=1C=CC=CC15)C=C1C=CC=CC14 Bisindenofluorene